FC(OC1=C(C=C(C=C1)SC)C1=NN(C=C1NC(=O)C=1C=NN2C1N=CC=C2)CC(=O)N2CCC(CC2)N2CCN(CC2)C)F N-[3-[2-(difluoromethoxy)-5-methylsulfanyl-phenyl]-1-[2-[4-(4-methylpiperazin-1-yl)-1-piperidyl]-2-oxo-ethyl]pyrazol-4-yl]pyrazolo[1,5-a]pyrimidine-3-carboxamide